NC=1C(=C(OC=2C(=C(C(=O)OC(C)(C)C)C(=CC2)[N+](=O)[O-])C)C=CC1)Cl tert-butyl 3-(3-amino-2-chlorophenoxy)-2-methyl-6-nitrobenzoate